ClC1=CC=C(CN/2C(N(C(N\C2=N/C2=CC=C(C=C2)OC2=NC=CC=C2)=O)C[C@@H](C(=O)OC)C)=O)C=C1 Methyl (S,E)-3-(3-(4-chlorobenzyl)-2,6-dioxo-4-((4-(pyridin-2-yloxy) phenyl) imino)-1,3,5-triazin-1-yl)-2-methylpropionate